C(C)(C)(C)C=1C=C(C=CC1O)OC 3-tert-butyl-4-hydroxyanisole